FC1=C(N=CC2=C1N=CN=C2N2[C@@H]1CCN([C@@H]1C2)C(=O)OC(C)(C)C)C2=CC=CC1=CC=C(C(=C21)C#C[Si](C(C)C)(C(C)C)C(C)C)F tert-butyl (1R,5R)-6-(8-fluoro-7-(7-fluoro-8-((triisopropylsilyl)ethynyl)naphthalen-1-yl)pyrido[4,3-d]pyrimidin-4-yl)-2,6-diazabicyclo[3.2.0]heptane-2-carboxylate